4-(4-(3,9-diazabicyclo-[4.2.1]-nonan-9-yl)-6-chloro-8-fluoro-2-(((2R,7aS)-2-fluorotetrahydro-1H-pyrrolizin-7a(5H)-yl)methoxy)-quinazolin-7-yl)-7-fluoro-benzo[d]thiazol-2-amine C12CNCCC(CC1)N2C2=NC(=NC1=C(C(=C(C=C21)Cl)C2=CC=C(C1=C2N=C(S1)N)F)F)OC[C@]12CCCN2C[C@@H](C1)F